OC1CCC(N(C1)C(C)C)=O 5-hydroxy-1-isopropylpiperidin-2-one